4-(2-(6-(2,6-dichloro-4-(trifluoromethyl)phenyl)-1,1-dioxido-1,2,6-thiadiazinan-2-yl)acetamido)adamantan-1-carboxamide ClC1=C(C(=CC(=C1)C(F)(F)F)Cl)N1CCCN(S1(=O)=O)CC(=O)NC1C2CC3(CC(CC1C3)C2)C(=O)N